FC1(CN(CC[C@H]1NC1=NN2C(C(=N1)OC)=C(C=C2)C=2C=C(C1=C(N(C=N1)CC(F)F)C2)F)C2(COC2)[2H])F (R)-N-(3,3-difluoro-1-(oxetan-3-yl-3-d)piperidin-4-yl)-5-(1-(2,2-difluoroethyl)-4-fluoro-1H-benzo[d]imidazol-6-yl)-4-methoxypyrrolo[2,1-f][1,2,4]triazin-2-amine